(S)-7-(2-methoxy-1-phenylethoxy)-3,4-dihydronaphthalen-1(2H)-one COC[C@@H](OC1=CC=C2CCCC(C2=C1)=O)C1=CC=CC=C1